CC1CN2C(O1)=NC(=C2)C=2C=C(C=CC2NC2=NC=C(C=C2)C(F)(F)F)S(=O)(=O)N 3-(2-methyl-2,3-dihydroimidazolo[2,1-b]oxazol-6-yl)-4-((5-(trifluoromethyl)pyridin-2-yl)Amino)benzenesulfonamide